(3S,4R)-1-ethyl-3-(3-(2-hydroxy-4-(trifluoro-methyl)phenyl)-4-methyl-7H-imidazo[4,5-c]pyridazin-7-yl)piperidin-4-ol C(C)N1C[C@@H]([C@@H](CC1)O)N1C=NC2=C1N=NC(=C2C)C2=C(C=C(C=C2)C(F)(F)F)O